6-bromo-2-methyl-2λ6-benzo[c][1,2]thiazin-2-one BrC1=CC2=C(N=S(C=C2)(=O)C)C=C1